2-(fluoromethyl)-1,3-dioxolane FCC1OCCO1